5-methylbenzene Methyl-formate COC=O.CC=1C=CC=CC1